(Z)-2-(N-((4-Amino-2-methylpyrimidin-5-yl)methyl)formamido)-5-methoxypent-2-ene NC1=NC(=NC=C1CN(C=O)\C(\C)=C/CCOC)C